(2-[(dimethoxymethylsilyl)methoxy]-5-hydroxyphenyl)tri(p-tolyl)phosphonium bromide [Br-].COC(OC)[SiH2]COC1=C(C=C(C=C1)O)[P+](C1=CC=C(C=C1)C)(C1=CC=C(C=C1)C)C1=CC=C(C=C1)C